1-tricosanoylquinolin-2(1H)one C(CCCCCCCCCCCCCCCCCCCCCC)(=O)N1C(C=CC2=CC=CC=C12)=O